4-(benzyloxy)-2-hydrazineylquinoline C(C1=CC=CC=C1)OC1=CC(=NC2=CC=CC=C12)NN